3-(benzyloxy)-4-methyl-5-(1-(pyridin-2-yl)-1H-pyrazol-4-yl)picolinonitrile C(C1=CC=CC=C1)OC=1C(=NC=C(C1C)C=1C=NN(C1)C1=NC=CC=C1)C#N